N-(4-cyclopropyl-3-(pyridin-2-yl)phenyl)-6-azabicyclo[3.1.1]heptane-6-carboxamide C1(CC1)C1=C(C=C(C=C1)NC(=O)N1C2CCCC1C2)C2=NC=CC=C2